FC(CCCCOC(CCC#N)OCCCCC(C(F)(F)F)(F)F)(C(F)(F)F)F 4,4-bis((5,5,6,6,6-pentafluorohexyl)oxy)butyronitrile